(1S,3S,4S)-N-[(1R)-1-cyano-2-[(3S)-2-oxo-3-piperidyl]ethyl]-2-[(2R)-3-cyclopropyl-2-[(2,2,2-trifluoroacetyl)amino]propanoyl]-5,5-difluoro-2-azabicyclo[2.2.2]octane-3-carboxamide C(#N)[C@@H](C[C@H]1C(NCCC1)=O)NC(=O)[C@H]1N([C@@H]2CC([C@H]1CC2)(F)F)C([C@@H](CC2CC2)NC(C(F)(F)F)=O)=O